Methylene glycol dimethacrylate C(C(=C)C)(=O)OCOC(C(=C)C)=O